9H-carbazole, Tetrafluoroborate Salt F[B-](F)(F)F.C1=CC=CC=2C3=CC=CC=C3NC12